2,4,5-trichloro-6-fluoro-quinazoline ClC1=NC2=CC=C(C(=C2C(=N1)Cl)Cl)F